6-((1S,3R)-3-(4-(Trifluoromethyl)phenyl)cyclopentyl)-2-thia-6-azaspiro[3.4]octane 2,2-dioxide FC(C1=CC=C(C=C1)[C@H]1C[C@H](CC1)N1CC2(CS(C2)(=O)=O)CC1)(F)F